N-((1S,2R)-2-((4-bromo-2-(morpholine-4-carbonyl)-6-nitrophenyl)amino)cyclopentyl)-2-oxo-1,2-dihydroquinoline-4-carboxamide BrC1=CC(=C(C(=C1)[N+](=O)[O-])N[C@H]1[C@H](CCC1)NC(=O)C1=CC(NC2=CC=CC=C12)=O)C(=O)N1CCOCC1